C(C)(C)(C)OC(=O)NC1CCC(CC1)COS(=O)(=O)C1=CC=C(C=C1)C.OC(CC(=O)N[C@@H](C)C1=CC(=CC=C1)OCC(F)(F)F)C(C)(C)C 3-hydroxy-4,4-dimethyl-N-((S)-1-(3-(2,2,2-trifluoroethoxy)phenyl)ethyl)pentanamide [4-(tert-butoxycarbonylamino)cyclohexyl]methyl-4-methylbenzenesulfonate